trans-3-[3-fluoro-4-[1-[[1-[4-[[5-fluoro-4-(3-morpholinophenyl)pyrimidin-2-yl]amino]cyclohexanecarbonyl]-4-hydroxy-4-piperidyl]methyl]-4-piperidyl]anilino]piperidine-2,6-dione FC=1C=C(NC2C(NC(CC2)=O)=O)C=CC1C1CCN(CC1)CC1(CCN(CC1)C(=O)[C@@H]1CC[C@H](CC1)NC1=NC=C(C(=N1)C1=CC(=CC=C1)N1CCOCC1)F)O